CN1C2=C(C=3C=CC(=CC13)C=1C=CC(=NC1)OC1CC(C1)C=O)C=NC=C2 3-[[5-(5-methylpyrido[4,3-b]indol-7-yl)-2-pyridyl]oxy]cyclobutanecarbaldehyde